1-(6-(2,6-dioxopiperidin-3-yl)-5-oxo-6,7-dihydro-5H-pyrrolo[3,4-b]pyridin-2-yl)azetidin O=C1NC(CCC1N1CC2=NC(=CC=C2C1=O)N1CCC1)=O